benzyl 8-({2-[(α-D-mannopyranosyl-(1→3)-[α-D-mannopyranosyl-(1→6)]-β-D-glucopyranosyl)oxy]ethyl}amino)-8-oxooctanoate [C@H]1([C@@H](O)[C@@H](O)[C@H](O)[C@H](O1)CO)O[C@@H]1[C@H]([C@@H](O[C@@H]([C@H]1O)CO[C@@H]1[C@@H](O)[C@@H](O)[C@H](O)[C@H](O1)CO)OCCNC(CCCCCCC(=O)OCC1=CC=CC=C1)=O)O